TBDMS phosphite P(O[Si](C)(C)C(C)(C)C)([O-])[O-]